2-[2-[2,2-difluoro-2-[3-(1H-pyrazol-4-yl)-1-tetrahydropyran-2-yl-indazol-5-yl]oxy-ethoxy]ethoxy]ethanol FC(COCCOCCO)(OC=1C=C2C(=NN(C2=CC1)C1OCCCC1)C=1C=NNC1)F